CC=1C2(C3=CC=CC=C3C1)CCC1(CC2)OCCO1 methyldispiro[[1,3]dioxolane-2,1'-cyclohexane-4',1''-indene]